C1(CCCCC1)=O e-Cyclohexanone